ClC=1C(NN=CC1N1CC=2N=CN=C(C2CC1)OC1=C(C=CC=C1)C(F)F)=O 4-chloro-5-[4-[2-(difluoromethyl)phenoxy]-5h,6h,7h,8h-pyrido[3,4-d]pyrimidin-7-yl]-2,3-dihydropyridazin-3-one